((1R)-1-(2-fluoro-2-methyl-3-oxo-3-(((6-phenylpyridin-2-yl)methyl)amino)propionamido)-2-(p-tolyl)ethyl)boric acid FC(C(=O)N[C@@H](CC1=CC=C(C=C1)C)OB(O)O)(C(NCC1=NC(=CC=C1)C1=CC=CC=C1)=O)C